N-(3-((1r,3r)-3-methyl-1-(4-methyl-4H-1,2,4-triazol-3-yl)cyclobutyl)phenyl)-6-(((1-methylcyclopropyl)amino)methyl)imidazo[1,2-a]pyridine-8-carboxamide CC1CC(C1)(C1=NN=CN1C)C=1C=C(C=CC1)NC(=O)C=1C=2N(C=C(C1)CNC1(CC1)C)C=CN2